ethyl-(diphenylphosphino)nickel (II) C(C)[Ni]P(C1=CC=CC=C1)C1=CC=CC=C1